1-(5-(4-amino-5-(3-methoxy-4-(6-methylpyridin-2-yloxy)phenyl)-7-methyl-7H-pyrrolo[2,3-d]pyrimidin-6-yl)indolin-1-yl)prop-2-en-1-one NC=1C2=C(N=CN1)N(C(=C2C2=CC(=C(C=C2)OC2=NC(=CC=C2)C)OC)C=2C=C1CCN(C1=CC2)C(C=C)=O)C